(2,2-bis(4-aminophenoxy) phenyl) sulfone NC1=CC=C(OC2(C(C=CC=C2)S(=O)(=O)C2C(C=CC=C2)(OC2=CC=C(C=C2)N)OC2=CC=C(C=C2)N)OC2=CC=C(C=C2)N)C=C1